N-[5-(3-azidopropyl)-1,3,4-thiadiazol-2-yl]acetamide N(=[N+]=[N-])CCCC1=NN=C(S1)NC(C)=O